C(#N)C1=CC(=C(COC2=CC=CC(=N2)C2CCN(CC2)CC2=NC3=C(N2C[C@@H]2COCC2)C=C(C=C3)C(=O)O)C=C1)F 2-[(4-{6-[(4-cyano-2-fluorobenzyl)oxy]pyridin-2-yl}piperidin-1-yl)methyl]-1-[(3R)-tetrahydrofuran-3-ylmethyl]-1H-benzimidazole-6-carboxylic acid